OC1=C(C(=NN1C=1SC=C(N1)C(=O)O)C1=CC2=CC=CC=C2C=C1)CC1=CC=C(C=C1)S(N)(=O)=O 2-(5-hydroxy-3-(naphthalen-2-yl)-4-(4-sulfamoylbenzyl)-1H-pyrazol-1-yl)thiazole-4-carboxylic acid